C(C)C1=CC=2C(C3=CC=CC=C3SC2C(=C1)CC)=O 2,4-diethyl-9H-thioxanthone